CC1=C(C=C(C=2SC3=CC=CC=C3C(C12)=O)C)C 1,2,4-trimethyl-thioxanthone